racemic-quinolizine C=1C=CCN2C=CC=CC12